BrC=1C=CC=2N(C1)C(=C(N2)\C=C\C2=CC=CC=C2)N(C=O)C (E)-N-(6-bromo-2-styrylimidazo[1,2-a]pyridin-3-yl)-N-methylformamide